(S)-1-phenyl-N-((trimethylsilyl)methyl)ethan-1-amine C1(=CC=CC=C1)[C@H](C)NC[Si](C)(C)C